Cl.N1(CCNCC1)C1=CC=C(C=N1)C1C(NC(CC1)=O)=O 3-(6-(piperazin-1-yl)pyridin-3-yl)piperidine-2,6-dione hydrochloride